6-(4-ethoxyphenyl)-N-(2-(2-fluoro-5-methoxyphenyl)-2-oxoethyl)pyrazine-2-carboxamide C(C)OC1=CC=C(C=C1)C1=CN=CC(=N1)C(=O)NCC(=O)C1=C(C=CC(=C1)OC)F